5-chloro-3-isopropyl-N-(3-nitrobenzyl)pyrazolo[1,5-a]pyrimidin-7-amine ClC1=NC=2N(C(=C1)NCC1=CC(=CC=C1)[N+](=O)[O-])N=CC2C(C)C